5-((3-Isopropylphenyl)Amino)Pyrazolo[1,5-a]Pyrido[4,3-e]Pyrimidine-2-Carboxylic Acid C(C)(C)C=1C=C(C=CC1)NC1=NC=2N(C3=C1C=CN=C3)N=C(C2)C(=O)O